2,9-dibromo-1,10-phenanthroline-5,6-dione BrC1=NC=2C3=NC(=CC=C3C(C(C2C=C1)=O)=O)Br